(2s,3r)-1,4-bis(3-imidazol-1-ylpropylthio)butane-2,3-diol N1(C=NC=C1)CCCSC[C@H]([C@H](CSCCCN1C=NC=C1)O)O